C(#N)[C@H](CC1=C(C=C(C=C1)C=1C=CC2=C(N(C(O2)=O)C)C1)F)NC(OC(C)(C)C)=O Tert-butyl (S)-(1-cyano-2-(2-fluoro-4-(3-methyl-2-oxo-2,3-dihydrobenzo[d]oxazol-5-yl)phenyl) ethyl)carbamate